(S)-4-(2,2-difluoro-7-((5-methoxy-7-methyl-1H-indol-4-yl)methyl)-7-azaspiro[3.5]nonan-6-yl)benzoic acid p-toluenesulfonate CC1=CC=C(C=C1)S(=O)(=O)O.FC1(CC2(C1)C[C@H](N(CC2)CC2=C1C=CNC1=C(C=C2OC)C)C2=CC=C(C(=O)O)C=C2)F